ClC1=CC=2N=C3C4=CC=CC=5C=CC=C(CN3C2C=C1)C45 6-chloro-3,10-diazapentacyclo[10.7.1.02,10.04,9.016,20]icosa-1(19),2,4(9),5,7,12,14,16(20),17-nonaene